COC1=CC=C(C=C1)COC1=C2C(=NC=NC2=CC(=C1)N1CCOCC1)C#N 5-[(4-methoxyphenyl)methoxy]-7-morpholino-quinazoline-4-carbonitrile